5-bromo-2-hydroxy-3-methylbenzonitrile BrC=1C=C(C(=C(C#N)C1)O)C